(R)-2-Methylpiperazine-1-carboxylate C[C@H]1N(CCNC1)C(=O)[O-]